ClC1=CC=C(C(=N1)C(=O)NS(=O)(=O)C)N[C@H](C)C=1C=C(C=C2C(N(C(=NC12)C1=CC2=C(N(C(=N2)OC)C)C=C1)C)=O)C (R)-6-chloro-3-((1-(2-(2-methoxy-1-methyl-1H-benzo[d]imidazol-5-yl)-3,6-dimethyl-4-oxo-3,4-dihydroquinazolin-8-yl)ethyl)amino)-N-(methylsulfonyl)picolinamide